1-({3,4-difluoro-2-[(2-fluoro-4-iodophenyl)amino]Phenyl}carbonyl)-3-{[(1-methylbutyl)amino]Methyl}azetidin-3-ol FC=1C(=C(C=CC1F)C(=O)N1CC(C1)(O)CNC(CCC)C)NC1=C(C=C(C=C1)I)F